2-chloro-3-(2-naphthyl)quinoxaline ClC1=NC2=CC=CC=C2N=C1C1=CC2=CC=CC=C2C=C1